3-(3-amino-1H-indazol-5-yl)-6-(azetidin-3-ylsulfonyl)-2-(1H-tetrazol-5-yl)benzenesulfonamide NC1=NNC2=CC=C(C=C12)C=1C(=C(C(=CC1)S(=O)(=O)C1CNC1)S(=O)(=O)N)C1=NN=NN1